CC1=C2C3(C(NC2=CC=C1)=O)CCC1(CC3)OCCO1 methyldispiro[1,3-dioxolane-2,1'-cyclohexane-4',3''-indol]-2''-one